COC(CNC(=O)C=1C=2C=3CC(CCC3NC2C=CC1)NC(=O)NC1=CC(=C(C=C1)Cl)C(F)(F)F)=O (3-(3-(4-chloro-3-trifluoromethylphenyl)ureido)-2,3,4,9-tetrahydro-1H-carbazole-5-carbonyl)glycine methyl ester